BrC=1C=C(SC1)[C@@H](C)N (R)-1-(4-bromothiophen-2-yl)-1-ethylamine